methyl 4-aminopiperidine-1-carboxylate NC1CCN(CC1)C(=O)OC